N-methyl-N-(2-(3-(4-methylpyridin-2-yl)-1,2,4-thiadiazol-5-ylamino)pyridin-3-yl)acetamide CN(C(C)=O)C=1C(=NC=CC1)NC1=NC(=NS1)C1=NC=CC(=C1)C